FC1=CC=CC=2NC(=NC21)CCC2=CC(=CC1=NC3=CC=CC=C3C=C21)C=2OC=C(N2)C(=O)NCC2=NC=CC=C2F 2-{1-[2-(4-fluoro-1H-1,3-benzodiazol-2-yl)ethyl]acridin-3-yl}-N-[(3-fluoropyridin-2-yl)methyl]-1,3-oxazole-4-carboxamide